[(3E,4R)-3-ethylidenepiperidin-4-yl](5-chloro-1H-indol-2-yl)methanone C(/C)=C/1\CNCC[C@H]1C(=O)C=1NC2=CC=C(C=C2C1)Cl